BrC=1C=CC(=C2C(=C(C(=NC12)S(=O)CC1=NOC(=C1)C)C(C)=O)NCC1CCCC1)Cl 1-(8-bromo-5-chloro-4-((cyclopentylmethyl)amino)-2-(((5-methylisoxazol-3-yl)methyl)sulfinyl)quinolin-3-yl)ethan-1-one